1-(4-(4-fluoro-2-(2-(1,3,5-trimethyl-1H-pyrazol-4-yl)ethoxy)phenyl)pyridin-2-yl)piperazine FC1=CC(=C(C=C1)C1=CC(=NC=C1)N1CCNCC1)OCCC=1C(=NN(C1C)C)C